2-chloro-N-(5-chloro-6-((3aR,6aS)-5-oxohexahydrocyclopenta[c]pyrrol-2(1H)-yl)pyridin-3-yl)-4-(3-ethynylpyridin-4-yl)-5-fluorobenzamide ClC1=C(C(=O)NC=2C=NC(=C(C2)Cl)N2C[C@@H]3[C@H](C2)CC(C3)=O)C=C(C(=C1)C1=C(C=NC=C1)C#C)F